tert-butyl 2-(2-(2-(2-(4-(2-(2-(((5s,8s)-4-hydroxy-3-mesityl-2-oxo-1-oxaspiro[4.5]dec-3-en-8-yl)oxy)ethoxy)ethyl)piperazin-1-yl)ethoxy)ethoxy)ethoxy)acetate OC1=C(C(OC12CCC(CC2)OCCOCCN2CCN(CC2)CCOCCOCCOCC(=O)OC(C)(C)C)=O)C2=C(C=C(C=C2C)C)C